4-{1-[4-(6-Cyclobutoxy-pyridin-2-yl)-2,6-difluoro-phenyl]-cyclopropyl}-butyric acid C1(CCC1)OC1=CC=CC(=N1)C1=CC(=C(C(=C1)F)C1(CC1)CCCC(=O)O)F